decyl 4-((cyanomethyl)(4-(heptadecan-9-yloxy)-4-oxobutyl)amino)butanoate C(#N)CN(CCCC(=O)OCCCCCCCCCC)CCCC(=O)OC(CCCCCCCC)CCCCCCCC